C(C)(C)(C)OC(=O)NC1=CC=C(C=C1)/C=C/C(=O)O (E)-3-(4-((tert-butoxycarbonyl)amino)phenyl)acrylic acid